ClC=1C=CC2=C(N(C3=C(CC2)C=CC=C3)CCCCl)C1 3-chloro-5-(3-chloropropyl)-10,11-dihydro-5H-dibenzo[b,f]azepine